2-(3-chloro-4-methoxyphenyl)-2,2-difluoroacetic acid ClC=1C=C(C=CC1OC)C(C(=O)O)(F)F